FC(C)(F)C=1C(=C(C=CC1)[C@@H](C#C)NC=1C=2C(N=C(N1)C)=CC(N(C2)C2(CC2)C)=O)F (R)-4-((1-(3-(1,1-difluoroethyl)-2-fluorophenyl)prop-2-yn-1-yl)amino)-2-methyl-6-(1-methylcyclopropyl)pyrido[4,3-d]pyrimidin-7(6H)-one